4-[6-[[7-cyclopentyl-6-(dimethylcarbamoyl)pyrrolo[2,3-d]pyrimidin-2-yl]amino]-3-pyridyl]piperazine-1-carboxylate C1(CCCC1)N1C(=CC2=C1N=C(N=C2)NC2=CC=C(C=N2)N2CCN(CC2)C(=O)[O-])C(N(C)C)=O